BrC=1C(=CC(=C(C1)C(C(=O)N)(O)C1=C(C=CC=C1F)Cl)F)F (5-bromo-2,4-difluorophenyl)-2-(2-chloro-6-fluorophenyl)-2-hydroxyacetamide